neopentyl glycol dihydroxypivalate OC(C(C(=O)OCC(C)(CO)C)(C)C)O